(S)-(3-phenyltetrahydro-2H-pyran-3-yl)methanol C1(=CC=CC=C1)[C@]1(COCCC1)CO